N-((cis)-3-(3-Chlorophenyl)cyclobutyl)-1-(4-((2-oxopyridin-1(2H)-yl)methyl)benzyl)-1H-1,2,3-triazole-4-carboxamide ClC=1C=C(C=CC1)[C@H]1C[C@H](C1)NC(=O)C=1N=NN(C1)CC1=CC=C(C=C1)CN1C(C=CC=C1)=O